BrC1=C(C=NC(=C1)F)C(CCC=C)N 1-(4-Bromo-6-fluoropyridin-3-yl)pent-4-en-1-amine